N-{(4S)-4-[3-(Benzyloxycarbonylamino)-2-chlorophenyl]-4-methyl-6-oxo-1-(tetrahydropyran-4-yl)hexahydropyrimidin-2-ylidene}carbamic acid tert-butyl ester C(C)(C)(C)OC(N=C1N(C(C[C@@](N1)(C)C1=C(C(=CC=C1)NC(=O)OCC1=CC=CC=C1)Cl)=O)C1CCOCC1)=O